ClC=1C=C(C=CC1OCCOC)C1=CC(=NN1CC(C)C)NC1=C(C(=O)[O-])C=C(C=N1)C=1SC=CC1 2-((5-(3-chloro-4-(2-methoxyethoxy)phenyl)-1-isobutyl-1H-pyrazol-3-yl)amino)-5-(thiophen-2-yl)nicotinate